C(C(O)C)(=O)[O-].C(CCCCCCCCCCC)N1C=[N+](C=C1)CCCCCCCCCCCC 1,3-di(dodecyl)imidazolium lactate